N-(1-(2-(2,6-dioxopiperidin-3-yl)-1,3-dioxoisoindolin-4-yl)piperidin-4-yl)-5-(4-((7-ethyl-6-oxo-5,6-dihydro-1,5-naphthyridin-3-yl)methyl)piperazin-1-yl)picolinamide O=C1NC(CCC1N1C(C2=CC=CC(=C2C1=O)N1CCC(CC1)NC(C1=NC=C(C=C1)N1CCN(CC1)CC=1C=NC=2C=C(C(NC2C1)=O)CC)=O)=O)=O